C1=CC=C2C=CC=C3C2=C1C1=NC2=C(C=CC(=C2N=C13)C1=CC=C(O1)C=O)C1=CC=C(O1)C=O 5,5'-(acenaphtho[1,2-b]quinoxaline-8,11-diyl)difuran-2-carbaldehyde